C(C)NC(C(C(F)F)(O)C1=CC2=C(N=C(S2)NC(=O)NC2=CC=C(C=C2)F)C=C1)=O N-Ethyl-3,3-difluoro-2-(2-(3-(4-fluorophenyl)ureido)benzo[d]thiazol-6-yl)-2-hydroxypropanamide